CC1=C(C=C(C=C1)C)N1CCN(CC1)S(=O)(=O)C1=CC=C(S1)C(=O)O 5-((4-(2,5-dimethylphenyl)piperazin-1-yl)sulfonyl)thiophene-2-carboxylic acid